(R)-5-(azetidin-3-ylamino)-2-methyl-N-(1-(3-(5-methylthiophen-2-yl)phenyl)ethyl)benzamide N1CC(C1)NC=1C=CC(=C(C(=O)N[C@H](C)C2=CC(=CC=C2)C=2SC(=CC2)C)C1)C